1-((S)-2-(dimethylamino)-3-(4-hydroxyphenyl)propyl)-3-((S)-1-(naphthalen-1-yl)ethyl)urea CN([C@H](CNC(=O)N[C@@H](C)C1=CC=CC2=CC=CC=C12)CC1=CC=C(C=C1)O)C